5-hydroxy-1-methyl-1H-1,2,4-triazole-3-carboxylic acid OC1=NC(=NN1C)C(=O)O